(S)-2-(2,5-dichlorobenzoylamino)-3-(3-(methylamino)phenyl)propionic acid ClC1=C(C(=O)N[C@H](C(=O)O)CC2=CC(=CC=C2)NC)C=C(C=C1)Cl